(1-(((S)-1-hydroxy-3-((S)-2-oxopyrrolidin-3-yl)propan-2-yl)amino)-3,3,4-trimethyl-1-oxopentan-2-yl)carbamate OC[C@H](C[C@H]1C(NCC1)=O)NC(C(C(C(C)C)(C)C)NC([O-])=O)=O